Cl.FC=1C(=CC2=CN(N=C2C1)C)NC(=O)N1CCC=2C1=NC=CC2N2CCNC1(CC1)C2 N-(6-fluoro-2-methyl-2H-indazol-5-yl)-4-(4,7-diazaspiro[2.5]octan-7-yl)-2,3-dihydro-1H-pyrrolo[2,3-b]pyridine-1-carboxamide hydrochloride